3,4-dihydroisoquinoline-2,6(1H)-dicarboxylic acid 2-(tert-butyl) 6-methyl ester COC(=O)C=1C=C2CCN(CC2=CC1)C(=O)OC(C)(C)C